5,6-dichloro-1-methyl-3-(1H-pyrazol-4-yl)-2-(5-(trifluoromethyl)-4H-1,2,4-triazol-3-yl)-1H-indole ClC=1C=C2C(=C(N(C2=CC1Cl)C)C1=NN=C(N1)C(F)(F)F)C=1C=NNC1